2-(4-(1-ethyl-1H-pyrazol-4-yl)-3-oxo-2,3-dihydro-1H-pyrrolo[3,4-c]pyridin-6-ylamino)cyclohexylcarbamate C(C)N1N=CC(=C1)C1=NC(=CC2=C1C(NC2)=O)NC2C(CCCC2)NC([O-])=O